C1(CCCC1)N1C(NC(=CC1=O)N[C@@H](C)C1=CC=CC=C1)=O (S)-3-cyclopentyl-6-((1-phenylethyl)amino)pyrimidine-2,4(1h,3h)-dione